copper calcium salt [Ca].[Cu]